CC1(C(N(C(N1CC1=CC=NC2=C1O[C@@H](CN2)C)=O)C2=CC=C(C=C2)C2(CC2)C(F)(F)F)=O)C (R)-5,5-dimethyl-1-((2-methyl-3,4-dihydro-2H-pyrido[3,2-b][1,4]oxazin-8-yl)methyl)-3-(4-(1-(trifluoromethyl)cyclopropyl)phenyl)imidazolidine-2,4-dione